(R)-2-((4aR,10bS)-8-chloro-1,4a,5,10b-tetrahydro-2H-chromeno[3,4-c]pyridin-3(4H)-yl)-4-((1-(hydroxymethyl)cyclobutyl)amino)-6,7-dihydrothieno[3,2-d]pyrimidine 5-oxide ClC=1C=CC2=C(C1)OC[C@H]1CN(CC[C@@H]12)C=1N=C(C2=C(N1)CC[S@]2=O)NC2(CCC2)CO